The molecule is a monocarboxylic acid anion resulting from the removal of a proton from the carboxy group of dihydroartemisinic acid. The major species at pH 7.3. It is a conjugate base of a dihydroartemisinic acid. C[C@@H]1CC[C@H]([C@@H]2[C@H]1CCC(=C2)C)[C@@H](C)C(=O)[O-]